(3E)-6-methylpyridine-3-carbaldehyde oxime CC1=CC=C(C=N1)C=NO